N-(4-(1-ethyl-4-(trifluoromethyl)-1H-imidazol-2-yl)benzyl)tetrahydro-2H-pyran-4-amine C(C)N1C(=NC(=C1)C(F)(F)F)C1=CC=C(CNC2CCOCC2)C=C1